BrC=1C=C(C(=O)N(C)OC)C=C(C1OC)Br 3,5-dibromo-N,4-dimethoxy-N-methylbenzamide